benzyl 2-(3-(methoxymethyl)-1H-pyrazol-1-yl)acetate COCC1=NN(C=C1)CC(=O)OCC1=CC=CC=C1